CC1(C(C(C2C(CCCC12)=O)(C)C)C)C HEXAHYDRO-1,1,2,3,3-PENTAMETHYL-4-INDENONE